O(C1=CC=CC=C1)C1=CC=C(C=C1)C1=NN2C(NCCC2C2CCN(CC2)C(C=C)=O)=C1C(=O)N 2-(4-phenoxyphenyl)-7-(1-prop-2-enoylpiperidin-4-yl)-4,5,6,7-tetrahydropyrazolo[1,5-a]pyrimidine-3-carboxamide